C(=O)C1[C@H]2CN(C[C@@H]12)C(=O)OCC1=CC=CC=C1 (1R,5S,6s)-benzyl 6-formyl-3-azabicyclo[3.1.0]hexane-3-carboxylate